3-(4-((11-bromoundecyl)thio)-1-Oxoisoindoline-2-yl)piperidine-2,6-dione BrCCCCCCCCCCCSC1=C2CN(C(C2=CC=C1)=O)C1C(NC(CC1)=O)=O